N1N=CC(=C1)C[C@H](N)C(=O)O 3-(1H-Pyrazol-4-yl)-L-alanine